(Cyclopropylmethyl)(methyl)sulfane C1(CC1)CSC